methyl 2-piperidincarboxylate N1C(CCCC1)C(=O)OC